(R)-1-((4-methoxy-3-nitrobenzyl)oxy)propan-2-yl 5-chloro-7-((4-methoxybenzyl)(methyl)amino)pyrazolo[1,5-a]pyrimidine-3-carboxylate ClC1=NC=2N(C(=C1)N(C)CC1=CC=C(C=C1)OC)N=CC2C(=O)O[C@@H](COCC2=CC(=C(C=C2)OC)[N+](=O)[O-])C